C(C1=CC=CC=C1)OC1=C(C(=O)NC2=CC=C3C=CN(C3=C2)C)C=C(C(=C1)OCC1=CC=CC=C1)C(C)C 2,4-bis(benzyloxy)-5-isopropyl-N-(1-methyl-1H-indol-6-yl)benzamide